Methyl (1S,4s)-4-(2-(((R)-2-(5-Fluoropyridin-3-yl)-2-hydroxyethyl)amino)-propan-2-yl)cyclohexane-1-carboxylate FC=1C=C(C=NC1)[C@H](CNC(C)(C)C1CCC(CC1)C(=O)OC)O